4-(2-oxo-2-(pyridin-4-ylamino)ethyl)pyrrolidine-2-carboxylic acid O=C(CC1CC(NC1)C(=O)O)NC1=CC=NC=C1